CO[C@@H]1[C@H]([C@H]2OC(OC[C@H]2O[C@H]1SC)(C)C)N1N=NC(=C1)C1=CC(=C(C(=C1)F)F)F 1-((4aR,6S,7R,8S,8aR)-7-methoxy-2,2-dimethyl-6-(methylthio)hexahydropyrano[3,2-d][1,3]dioxin-8-yl)-4-(3,4,5-trifluorophenyl)-1H-1,2,3-triazole